3-chloro-5-(5-(2-(3-fluoro-3-(fluoromethyl)azetidin-1-yl)-2-oxoethyl)-4-oxo-4,5-dihydrothieno[3,2-c]pyridin-3-yl)picolinonitrile ClC=1C(=NC=C(C1)C1=CSC2=C1C(N(C=C2)CC(=O)N2CC(C2)(CF)F)=O)C#N